O1C(OCC1)C1=CC=C(C#N)C=C1 4-(1,3-dioxolan-2-yl)benzonitrile